6-{4-[(6-methoxypyridin-3-yl)oxy]piperidin-1-yl}-5-methyl-N-(5,6,7,8-tetrahydroisoquinolin-7-yl)pyridazine-3-carboxamide COC1=CC=C(C=N1)OC1CCN(CC1)C1=C(C=C(N=N1)C(=O)NC1CCC=2C=CN=CC2C1)C